1,2-bis(ethyldimethylsilyl)ethane C(C)[Si](CC[Si](C)(C)CC)(C)C